N-(trifluoromethanesulfonyloxy)phthalimide FC(S(=O)(=O)ON1C(C=2C(C1=O)=CC=CC2)=O)(F)F